C1=C(C=CC2=CC=CC=C12)\C(\C)=N\NC(=O)C1=CC=C(C=C1)NS(=O)(=O)C=1SC=CC1 (E)-N-(4-(2-(1-(naphthalen-2-yl)ethylidene)hydrazine-1-carbonyl)phenyl)thiophene-2-sulfonamide